NC1=NC(N(C=C1F)[C@@H]1O[C@]([C@H]([C@H]1O)OCC1=CC=CC=C1)(C)COCC1=CC=CC=C1)=O 4-amino-1-[(2R,3R,4S,5R)-4-benzyloxy-5-(benzyloxymethyl)-3-hydroxy-5-methyl-tetrahydrofuran-2-yl]-5-fluoro-pyrimidin-2-one